5-(1-ethoxyvinyl)-2-pyridazin-4-yl-pyrimidine C(C)OC(=C)C=1C=NC(=NC1)C1=CN=NC=C1